[I+].CN1C=[N+](C=C1)CCC(C)C 1-methyl-3-Isopentylimidazolium iodine